ClC=1C(=NC(=NC1)NC=1C=NN(C1)CC1=NC=C(C=C1)[N+](=O)[O-])C1=CN(C2=CC=CC=C12)S(=O)(=O)C1=CC=CC=C1 5-chloro-N-(1-((5-nitropyridin-2-yl)methyl)-1H-pyrazol-4-yl)-4-(1-(benzenesulfonyl)-1H-indol-3-yl)pyrimidin-2-amine